BrC1=C(C2=C(N(C(=N2)COC)C)C=C1C(F)(F)F)C#N 5-bromo-2-(methoxymethyl)-1-methyl-6-(trifluoromethyl)-1H-benzo[d]imidazole-4-carbonitrile